ClC1=NC=C(C=C1C1=CC=2N(C(N(C(C2S1)=O)C1=CN=CC2=CC=CC=C12)=O)CCC#N)OC 3-(6-(2-chloro-5-methoxypyridin-3-yl)-3-(isoquinolin-4-yl)-2,4-dioxo-3,4-dihydrothieno[3,2-d]pyrimidin-1(2H)-yl)propanenitrile